C(C1=CC=CC=C1)OC(=O)N1CCC(CC1)C[C@@H](COS(=O)(=O)C1=CC=C(C)C=C1)OS(=O)(=O)C1=CC=C(C)C=C1.CN1C(NCC1C(=O)NC=1C=C(C=C2CCCOC12)OC1=NC=C(C=C1)C(F)(F)F)=O 3-methyl-2-oxo-N-(6-((5-(trifluoromethyl)pyridin-2-yl)oxy)chroman-8-yl)imidazolidine-4-carboxamide (S)-benzyl-4-(2,3-bis(tosyloxy)propyl)piperidine-1-carboxylate